(R)-5-(7-chloro-3-cyclopropyl-2-methyl-1,1-dioxido-5-phenyl-2,3,4,5-tetrahydrobenzo[f][1,2,5]thiadiazepin-8-yl)-2-fluorobenzoic acid ClC=1C(=CC2=C(N(C[C@H](N(S2(=O)=O)C)C2CC2)C2=CC=CC=C2)C1)C=1C=CC(=C(C(=O)O)C1)F